ethyl 3-[3-[1-[1-allyl-5-[5-[4,6-difluoro-1-(2-trimethylsilylethoxymethyl)indol-5-yl]oxy-2-hydroxy-phenyl]-1,2,4-triazol-3-yl]ethyl]-2-fluoro-phenyl]propanoate C(C=C)N1N=C(N=C1C1=C(C=CC(=C1)OC=1C(=C2C=CN(C2=CC1F)COCC[Si](C)(C)C)F)O)C(C)C=1C(=C(C=CC1)CCC(=O)OCC)F